ClC1=C(CNC(=O)C2(C=3C=CC=NC3C(CC2)O)O)C(=CC(=C1)Cl)C N-(2,4-dichloro-6-methyl-benzyl)-5,8-dihydroxy-5,6,7,8-tetrahydroquinoline-5-carboxamide